5-(8,9-dihydro-7H-cyclopenta[c][1,2,4]triazolo[1,5-a]pyridin-6-yl)-4-isopropyl-N-methyl-N-(piperidin-4-yl)-6H-thieno[2,3-b]pyrrole-2-carboxamide N=1C=NN2C1C1=C(C(=C2)C2=C(C3=C(N2)SC(=C3)C(=O)N(C3CCNCC3)C)C(C)C)CCC1